C(C)(C)S(=O)(=O)C=1C=C(C(=O)OC2CN(C2)C=2N=C(C3=C(N2)CC[S+]3[O-])N(C3CCOCC3)C)C=CC1 [1-[4-[methyl(tetra-hydropyran-4-yl)amino]-5-oxido-6,7-dihydro-thieno[3,2-d]pyrimidin-5-ium-2-yl]azetidin-3-yl] 3-isopropylsulfonyl-benzoate